3-hydroxy-3-[[1-[(1S)-1-[(2S,4R)-4-hydroxy-2-(methylcarbamoyl)pyrrolidine-1-carbonyl]-2,2-dimethyl-propyl]triazol-4-yl]methyl]cyclobutanecarboxylic acid OC1(CC(C1)C(=O)O)CC=1N=NN(C1)[C@@H](C(C)(C)C)C(=O)N1[C@@H](C[C@H](C1)O)C(NC)=O